(Rac)-(4-amino-1-methyl-1H-pyrazolo[4,3-c][1,7]naphthyridin-8-yl)((4aR,9bR)-7-(trifluoromethyl)-2,3,4,4a,5,9b-hexahydro-1H-indeno[1,2-b]pyridin-1-yl)methanone NC1=NC=2C=NC(=CC2C2=C1C=NN2C)C(=O)N2[C@@H]1[C@H](CCC2)CC2=CC(=CC=C21)C(F)(F)F |r|